C1(=CC=CC=C1)[AlH]CCC phenyl-n-propylaluminum hydride